C(C)OC(C)=O.[K] potassium ethylacetate